C1(CCCCC1)COC1=CC=CC(=N1)C1(CCCC1)C(=O)N[C@@H](C)C1=CC=C(C(=O)OC)C=C1 Methyl 4-[(1S)-1-[[1-[6-(cyclohexylmethoxy)-2-pyridyl]cyclopentanecarbonyl]amino]ethyl]benzoate